tert-butyl cis-3-hydroxymethyl cyclobutylcarbamate CC(C)(C)OC(=O)NC1CC(C1)CO